Tert-butyl (2-((4-acetamido-6-chloropyrimidin-5-yl)oxy)ethyl)(methyl)carbamate C(C)(=O)NC1=NC=NC(=C1OCCN(C(OC(C)(C)C)=O)C)Cl